N-(6-(3-chloro-1-methyl-1H-pyrazol-4-yl)-5-fluoropyridin-2-yl)-5-isopropyl-8-((2R,3S)-2-methyl-3-((methylsulfonyl)methyl)azetidin-1-yl)isoquinolin-3-amine ClC1=NN(C=C1C1=C(C=CC(=N1)NC=1N=CC2=C(C=CC(=C2C1)C(C)C)N1[C@@H]([C@H](C1)CS(=O)(=O)C)C)F)C